3-[2-(3-hydroxy-4-methoxyphenyl)ethyl]benzoic acid OC=1C=C(C=CC1OC)CCC=1C=C(C(=O)O)C=CC1